N[C@H](C(=O)O)CCN(CC1=C(C=CC=C1)OCC1=CC(=CC=C1)C)CC1=C(C=CC=C1)OC1=CC(=CC=C1)F (S)-2-amino-4-((2-(3-fluorophenoxy)benzyl)(2-((3-methylbenzyl)oxy)benzyl)amino)butanoic acid